CC(C)C1=C(C(=C(C=C1)C[N+](=O)[O-])[N+](=O)[O-])O dinitrothymol